1-Heptyl-1-ethylpyrrolidinium acetat C(C)(=O)[O-].C(CCCCCC)[N+]1(CCCC1)CC